FC=1C=CC=C2C(=CC=NC12)C=O (8-fluoroquinolin-4-yl)methanone